BrC1=CC=CC=2OC(OC21)(C)C=2C=CC(=NC2)C 5-(4-Bromo-2-methylbenzo[d][1,3]dioxol-2-yl)-2-methylpyridine